O[C@H]1CN(CC[C@H]1NC1=NC=C(C=C1)C(F)(F)F)S(=O)(=O)C1=CC=C(C=C1)C1=CC(=NC=C1)C(=O)NCCO 4-(4-(((3S,4R)-3-hydroxy-4-((5-(trifluoromethyl)pyridin-2-yl)amino)piperidin-1-yl)sulfonyl)phenyl)-N-(2-hydroxyethyl)picolinamide